ClC=1C2=C(C(N(N1)C)=O)C=NC=C2 chloro-3-methylpyrido[3,4-d]pyridazin-4(3H)-one